C1(CCCC1)C(C=O)C1=CC=CC=C1 cyclopentyl-phenylacetaldehyde